2,5,7-trimethyl[1,2,4]triazolo[1,5-a]pyrimidin CC1=NN2C(N=C(C=C2C)C)=N1